C1=C(C=CC=2C3=CC=CC=C3NC12)N 9H-carbazol-2-amine